FC(C(=O)N)(C)F 2,2-difluoropropionamide